(3E)-18,18-didecyloxy-3-octadecen-1-ol C(CCCCCCCCC)OC(CCCCCCCCCCCCC/C=C/CCO)OCCCCCCCCCC